N-(1-(4-(1,1-difluoroethyl)-6-methoxypyrimidin-2-yl)-3-(4-methylpiperazin-1-yl)-1H-pyrazolo[4,3-c]pyridin-6-yl)acetamide FC(C)(F)C1=NC(=NC(=C1)OC)N1N=C(C=2C=NC(=CC21)NC(C)=O)N2CCN(CC2)C